C(=O)([O-])C(O)C(O)C(=O)[O-].C(=O)(O)[C@@H]([C@H](C(=O)[O-])O)O.[NH4+].[NH4+].[NH4+] ammonium (2R,3R)-3-carboxy-2,3-dihydroxypropionate (tartrate)